4,4'-((((2s,5r)-2-isopropyl-5-methylcyclohexane-1,1-diyl)bis(methylene))bis(oxy))bis(4-oxobutanoic acid) C(C)(C)[C@H]1C(C[C@@H](CC1)C)(COC(CCC(=O)O)=O)COC(CCC(=O)O)=O